6-(2-(4-(2-fluoro-4-methoxyphenyl)-2-oxopyridin-1(2H)-yl)ethyl)-5-hydroxypyrimidin-4(3H)-one FC1=C(C=CC(=C1)OC)C1=CC(N(C=C1)CCC1=C(C(NC=N1)=O)O)=O